Tert-butyl N-(2-{[(3-{5-[(tert-butyldimethylsilyl) oxy]Spiro[5.5]Undec-2-en-2-yl}-1H-pyrazol-4-yl) methyl](methyl) amino} ethyl)-N-methylcarbamate [Si](C)(C)(C(C)(C)C)OC1CC=C(CC12CCCCC2)C2=NNC=C2CN(CCN(C(OC(C)(C)C)=O)C)C